CN=C=NCCCN(C)C methyl-3-(3'-dimethylaminopropyl)-carbodiimide